BrC=1C(=C2C=3C(=NC(=NC3C1F)Cl)N(CCO2)C)Cl 9-bromo-2,8-dichloro-10-fluoro-4-methyl-5,6-dihydro-4H-[1,4]oxazepino[5,6,7-de]quinazoline